(E)-N,N-diethyl-5-((5-((4-nitrophenyl)diazenyl)indolin-6-yl)oxy)naphthalen-2-amine C(C)N(C1=CC2=CC=CC(=C2C=C1)OC1=C(C=C2CCNC2=C1)\N=N\C1=CC=C(C=C1)[N+](=O)[O-])CC